OC1=C(OC=2C=CC(=C(C2)C2(N(C(CC2)=O)C)C(=O)N)OC)C=CC(=C1)C(F)(F)F (5-(2-hydroxy-4-(trifluoromethyl)phenoxy)-2-methoxyphenyl)-1-methyl-5-oxopyrrolidine-2-carboxamide